(1-(imidazo[1,2-a]pyrimidin-6-yl)-3-methyl-1H-pyrazol-5-yl)benzamide sodium [Na].N=1C=CN2C1N=CC(=C2)N2N=C(C=C2C2=C(C(=O)N)C=CC=C2)C